tert-Butyl (4-((trimethylsilyl)ethynyl)benzyl)carbamate C[Si](C)(C)C#CC1=CC=C(CNC(OC(C)(C)C)=O)C=C1